(S)-N-(5-methoxy-1H-pyrazol-3-yl)-6-(1-(pyridin-3-yl)ethoxy)pyrazin-2-amine COC1=CC(=NN1)NC1=NC(=CN=C1)O[C@@H](C)C=1C=NC=CC1